C(C)(=O)NC=1SC(=CN1)CN1CCN(CC1)CC(=O)NC1=CC(=C(C=C1)OC)OC 2-(4-((2-acetamidothiazol-5-yl)methyl)piperazin-1-yl)-N-(3,4-dimethoxyphenyl)acetamide